N-(4-bromo-3-cyano-7-methyl-benzothien-2-yl)carbamic acid tert-butyl ester C(C)(C)(C)OC(NC=1SC2=C(C1C#N)C(=CC=C2C)Br)=O